ClC=1C(=C(C(=CC1)N1N=NN=C1)C1=CC(N2[C@@H](CCC2C1)C=1NC(=CN1)C=1C=CC(=NC1)NC(OC)=O)=O)F Methyl (5-(2-((3S)-7-(3-Chloro-2-fluoro-6-(1H-tetrazol-1-yl)phenyl)-5-oxo-1,2,3,5,8,8a-hexahydroindolizin-3-yl)-1H-imidazol-5-yl)pyridin-2-yl)carbamate